2-(3-bromophenyl)pyrrolidine BrC=1C=C(C=CC1)C1NCCC1